8-(3-Fluoro-2-methoxypyridin-4-yl)-9-(4-((1-(3-fluoropropyl)azetidin-3-yliden)methyl)phenyl)-6,7-dihydro-5H-benzo[7]annulen FC=1C(=NC=CC1C=1CCCC2=C(C1C1=CC=C(C=C1)C=C1CN(C1)CCCF)C=CC=C2)OC